(2s,4s)-2-(6-(2,3-dihydro-1H-inden-5-yl)-2-azaspiro[3.3]heptane-2-carbonyl)-7-oxa-5-azaspiro[3.4]octan-6-one C1CCC2=CC(=CC=C12)C1CC2(CN(C2)C(=O)C2CC3(C2)NC(OC3)=O)C1